(3R)-3-{[7-bromo-2-(4-chlorophenyl)[1,2,4]triazolo[1,5-c]quinazolin-5-yl]amino}azepan-2-one BrC1=CC=CC=2C=3N(C(=NC12)N[C@H]1C(NCCCC1)=O)N=C(N3)C3=CC=C(C=C3)Cl